(S)-2-amino-3-(1H-indazol-3-yl)propionic acid N[C@H](C(=O)O)CC1=NNC2=CC=CC=C12